OCC1(N2CCC(C1=O)(CC2)C)COCC(C)C 2-(hydroxymethyl)-4-methyl-2-[(2-methylpropoxy)methyl]-1-azabicyclo[2.2.2]octan-3-one